1-(4-(2-(2-aminopyridin-3-yl)-5-phenyl-3H-imidazo[4,5-b]pyridin-3-yl)benzyl)piperidine-4-carboxylic acid NC1=NC=CC=C1C1=NC=2C(=NC(=CC2)C2=CC=CC=C2)N1C1=CC=C(CN2CCC(CC2)C(=O)O)C=C1